C1(CCCCC1)C[Si](O)(OC)OC cyclohexylmethyldimethoxysilanol